[N+](=O)([O-])C1=CC=C(C(=O)C=2C=C(NC2)C(=O)[O-])C=C1 4-(4-nitrobenzoyl)-1H-pyrrole-2-carboxylate